1-chloropyrrolo[1,2-a]pyrazine ClC=1C=2N(C=CN1)C=CC2